(E)-3-(4-(((1-(6-Cyano-5'-(3-hydroxy-4-methoxyphenyl)-3'-methoxy-[3,4'-bipyridin]-2'-yl)piperidin-4-yl)amino)methyl)-3-fluorophenyl)-N-hydroxyacrylamide formate C(=O)O.C(#N)C1=CC=C(C=N1)C1=C(C(=NC=C1C1=CC(=C(C=C1)OC)O)N1CCC(CC1)NCC1=C(C=C(C=C1)/C=C/C(=O)NO)F)OC